5-methoxy-3-hydroxy-2,6-dimethyl-anthraquinone COC1=C2C(C=3C=C(C(=CC3C(C2=CC=C1C)=O)C)O)=O